N6-(4-(2-(tert-butoxy)-2-oxoethyl)piperazine-1-carbonyl)-N2-(tert-butoxycarbonyl)-L-lysine C(C)(C)(C)OC(CN1CCN(CC1)C(=O)NCCCC[C@H](NC(=O)OC(C)(C)C)C(=O)O)=O